ClC=1C=2N(C=CC1I)C(=C(N2)C(=O)NCCC)[N+](=O)[O-] 8-chloro-7-iodo-3-nitro-N-propylimidazo[1,2-a]pyridine-2-carboxamide